C(CCCC=CCCCCC=CCC=CCC=CCC)(=O)O 5,11,14,17-eicosatetraenoic acid